1-((R)-1-(4-bromo-5-methoxypyridin-2-yl)ethyl)-1-ethyl-3-((S)-7,7,7-trifluorohept-1-en-4-yl)urea BrC1=CC(=NC=C1OC)[C@@H](C)N(C(=O)N[C@H](CC=C)CCC(F)(F)F)CC